9-(4-((1-(3-fluoropropyl)azetidin-3-ylidene)methyl)phenyl)-8-(2-methoxy-3-(trifluoromethyl)phenyl)-6,7-dihydro-5H-benzo[7]annulene-3-carboxylic acid FCCCN1CC(C1)=CC1=CC=C(C=C1)C1=C(CCCC2=C1C=CC(=C2)C(=O)O)C2=C(C(=CC=C2)C(F)(F)F)OC